3-[[5-[5-(difluoromethyl)-1,3,4-oxadiazol-2-yl]-2-pyridyl]methyl]-5-[2-fluoro-3-(4-piperidyl)phenyl]-1,3,4-thiadiazol-2-one FC(C1=NN=C(O1)C=1C=CC(=NC1)CN1C(SC(=N1)C1=C(C(=CC=C1)C1CCNCC1)F)=O)F